(S)-4-(pyrrolidin-3-ylamino)-1-(o-tolyl)-7-(trifluoromethyl)quinazolin-2(1H)-one N1C[C@H](CC1)NC1=NC(N(C2=CC(=CC=C12)C(F)(F)F)C1=C(C=CC=C1)C)=O